C(#N)C1=CC(=C(COC2=CC=CC(=N2)C2=CC(=C(CN3N(C4=CC(=CC=C4C3=O)C(=O)O)CC3OCC3)C=C2F)F)C=C1)F 2-(4-(6-((4-cyano-2-fluorobenzyl)oxy)pyridin-2-yl)-2,5-difluorobenzyl)-1-((oxetan-2-yl)methyl)-3-oxo-2,3-dihydro-1H-indazole-6-carboxylic acid